(cis)-tert-butyl 4-(4-(benzyloxy)-2-hydroxy-3,3-dimethyl-4-oxobutyl)-3,3-difluorohexahydropyrrolo[3,2-b]pyrrole-1(2H)-carboxylate C(C1=CC=CC=C1)OC(C(C(CN1CC[C@@H]2N(CC([C@@H]21)(F)F)C(=O)OC(C)(C)C)O)(C)C)=O